dioctyl-magnesium sulfosuccinate S(=O)(=O)(O)C(C(=O)O)CC(=O)O.C(CCCCCCC)[Mg]CCCCCCCC